tert-butyl 4-[2-[2-[2-(3-aminophenoxy)ethoxy]ethoxy]ethoxy]piperidine-1-carboxylate NC=1C=C(OCCOCCOCCOC2CCN(CC2)C(=O)OC(C)(C)C)C=CC1